Rac-5-[4-amino-2-(N-(2-amino-1-methyl-2-oxo-ethyl)-4-fluoro-anilino)thiazole-5-carbonyl]isoxazole-3-carboxylic acid NC=1N=C(SC1C(=O)C1=CC(=NO1)C(=O)O)N(C1=CC=C(C=C1)F)[C@@H](C(=O)N)C |r|